ClC=1C=C(C=CC1)[C@@H](CNN1C(C(=CC=C1)C1=NC2=C(N1)C(=CC(=C2)N2CCOCC2)C)=O)O [[(2S)-2-(3-Chlorophenyl)-2-hydroxyethyl]amino]-3-[7-methyl-5-(4-morpholinyl)-1H-benzimidazol-2-yl]-2(1H)-pyridinone